(3-(4-(trifluoromethyl)phenoxy)-4-nitrophenyl)ethan-1-ol FC(C1=CC=C(OC=2C=C(C=CC2[N+](=O)[O-])C(C)O)C=C1)(F)F